1-(6-((4-((3-aminopropyl)amino)-5-(trifluoromethyl)pyrimidin-2-yl)amino)-3,4-dihydroisoquinolin-2(1H)-yl)-3-hydroxy-3-methylbutan-1-one NCCCNC1=NC(=NC=C1C(F)(F)F)NC=1C=C2CCN(CC2=CC1)C(CC(C)(C)O)=O